FC1CC(N(C1)C(CN1CCC(CC1)NC1=C2C=CC=NC2=C(C=C1)OC)=O)C#N 4-fluoro-1-(2-(4-((8-methoxyquinolin-5-yl)amino)piperidin-1-yl)acetyl)pyrrolidine-2-carbonitrile